(CIS)-format C(=O)[O-]